4-chloro-4'-(naphthalen-1-yl)biphenyl ClC1=CC=C(C=C1)C1=CC=C(C=C1)C1=CC=CC2=CC=CC=C12